methyl (2S)-1-[(2-bromophenyl)methyl]pyrrolidine-2-carboxylate BrC1=C(C=CC=C1)CN1[C@@H](CCC1)C(=O)OC